5-(1-(2,2-difluoroethyl)-4-fluoro-2-methyl-1H-benzo[d]imidazol-6-yl)-6-fluoro-4-(methoxy-d3)-N-(1-(oxetan-3-yl)piperidin-4-yl)pyrrolo[2,1-f][1,2,4]triazin-2-amine FC(CN1C(=NC2=C1C=C(C=C2F)C=2C(=CN1N=C(N=C(C12)OC([2H])([2H])[2H])NC1CCN(CC1)C1COC1)F)C)F